5-(fluoromethyl)pyridin FCC=1C=CC=NC1